FC1=CC=2N(C=C1)C(=CN2)C2=C1C=CNC(C1=C(C=C2)NC2=CC=C1C(=N2)N(CC12CCOCC2)C2CN(CC2)C)=O 5-(7-fluoroimidazo[1,2-a]pyridin-3-yl)-8-((1'-(1-methylpyrrolidin-3-yl)-1',2,2',3,5,6-hexahydrospiro[pyran-4,3'-pyrrolo[2,3-b]pyridin]-6'-yl)amino)isoquinolin-1(2H)-one